Cl.C(C)N1C(C2=CC(=C(C=C2CC1)F)N(C1=CC=C(C#N)C=C1)C)C 4-((2-ethyl-6-fluoro-1-methyl-1,2,3,4-tetrahydroisoquinolin-7-yl)(methyl)amino)benzonitrile hydrochloride